(dimethyl-amino)titanium(IV) CN(C)[Ti+3]